(S)-4-((2-(3-Aminopyrrolidin-1-yl)-1H-benzo[d]imidazol-1-yl)methyl)benzonitril N[C@@H]1CN(CC1)C1=NC2=C(N1CC1=CC=C(C#N)C=C1)C=CC=C2